10-methyl-tetrahydrofolate CN(C1=CC=C(C(N[C@@H](CCC(=O)[O-])C(=O)O)=O)C=C1)CC1CNC=2N=C(N)NC(=O)C2N1